Cl.Cl.FC1=CC=C(C=C1)[C@@H]1[C@H](CNC1)C(=O)NC1=C2C=CN=CC2=CC=C1 (3R,4S)-4-(4-fluorophenyl)-N-(isoquinolin-5-yl)pyrrolidine-3-carboxamide dihydrochloride